ON1CC(N(C(C1)(C)C)CCO)(C)C 4-hydroxy-2,2,6,6-tetramethyl-1-piperazineethanol